2,4-dichloro-7-(p-toluenesulfonyl)pyrrolo[2,3-d]pyrimidine ClC=1N=C(C2=C(N1)N(C=C2)S(=O)(=O)C2=CC=C(C)C=C2)Cl